(R)-1-((2-(trifluoromethyl)phenyl)sulfonyl)piperidine-3-carboxylic acid FC(C1=C(C=CC=C1)S(=O)(=O)N1C[C@@H](CCC1)C(=O)O)(F)F